NC1=NC=2C=NC(=CC2C2=C1COC2)C(=O)N(C)[C@H]2COC1=C2C=CC(=C1)Br 4-amino-N-((3R)-6-bromo-2,3-dihydro-1-benzofuran-3-yl)-N-methyl-1,3-dihydrofuro[3,4-c][1,7]naphthyridine-8-carboxamide